methyl 5-benzyl-3-((2-chloroisonicotinamido)methyl)-4,5-dihydroisoxazole-5-carboxylate C(C1=CC=CC=C1)C1(CC(=NO1)CNC(C1=CC(=NC=C1)Cl)=O)C(=O)OC